C1(CC1)C1C=2N(CCN1)C(=NN2)C2=NC(=NS2)C 5-(8-cyclopropyl-5,6,7,8-tetrahydro-[1,2,4]triazolo[4,3-a]pyrazin-3-yl)-3-methyl-1,2,4-thiadiazole